nitryl-glucose [N+](=O)([O-])C(=O)[C@H](O)[C@@H](O)[C@H](O)[C@H](O)CO